2-Undecenyl acetate C(C)(=O)OCC=CCCCCCCCC